tert-butyl (2R,3S,4S)-4-[(tert-butoxycarbonyl)oxy]-2-[(4-fluorophenyl)methyl]-3-hydroxypyrrolidine-1-carboxylate C(C)(C)(C)OC(=O)O[C@@H]1[C@H]([C@H](N(C1)C(=O)OC(C)(C)C)CC1=CC=C(C=C1)F)O